FC1=C(CSC2=NC=3C(N(C=CC3)C(C(=O)NC3=C(C=CC=C3)C)CC)=N2)C=CC=C1 2-(2-((2-fluorobenzyl)thio)-4H-imidazo[4,5-b]pyridin-4-yl)-N-(o-tolyl)butanamide